1-((4-(7-chloro-2-oxoindolin-5-yl)-1-ethyl-1H-pyrazol-3-yl)methoxy)propan ClC=1C=C(C=C2CC(NC12)=O)C=1C(=NN(C1)CC)COCCC